O=C1NC(CCC1C1=CC(=C(C=C1)CC=O)F)=O 2-(4-(2,6-dioxopiperidin-3-yl)-2-fluorophenyl)acetaldehyde